N-hydroxypropyl-succinimide acrylate C(C=C)(=O)O.OCCCN1C(CCC1=O)=O